C(C)N1N=CC=C1C1NCC(CC1)C 2-(2-ethylpyrazol-3-yl)-5-methyl-piperidine